FC1=CC2=C(C(NC3=CC(=CN=C23)C(=O)OC)=O)C=C1 methyl 9-fluoro-6-oxo-5,6-dihydrobenzo[c][1,5]naphthyridine-3-carboxylate